C1=C(C=CC2=CC=CC=C12)C=1C(=C(C=CC1NC1=CC=CC=C1)NC1=CC=CC=C1)C1=CC2=CC=CC=C2C=C1 bis(naphthalen-2-yl)-N,N'-diphenylbenzene-1,4-diamine